C(C)(=O)C1=CC=C(C=C1)C(CSC1=NN=NN1C1=CC=C(C(=O)O)C=C1)=O 4-(5-((2-(4-Acetylphenyl)-2-oxoethyl)thio)-1H-tetrazol-1-yl)benzoic acid